6-hydroxy-4,7,8-trimethyl-2-naphthoic acid OC=1C=C2C(=CC(=CC2=C(C1C)C)C(=O)O)C